(2,2-dimethylpyrrolidin-1-yl)-N-(6-methyl-5-nitropyridin-3-yl)propionamide CC1(N(CCC1)C(C(=O)NC=1C=NC(=C(C1)[N+](=O)[O-])C)C)C